CC(C)(C)[S@@](=O)NC1C(CCC12CCN(CC2)C(=O)OC(C)(C)C)CO tert-butyl 1-((R)-1,1-dimethylethylsulphinamido)-2-(hydroxymethyl)-8-azaspiro[4.5]decane-8-carboxylate